((2-(dimethylphosphoryl)phenyl)amino)-3-((9-methoxy-1,3,4,6,11,11a-hexahydro-2H-pyrido[1,2-b]isoquinolin-8-yl)amino)-1,2,4-triazine-6-carboxamide CP(=O)(C)C1=C(C=CC=C1)NC=1N=C(N=NC1C(=O)N)NC=1C(=CC=2CC3N(CC2C1)CCCC3)OC